butyl 4-[(3aR,4R,6aR)-2,2-dimethyl-6-oxo-tetrahydrocyclopenta[d][1,3]dioxol-4-yl]piperidine-1-carboxylate CC1(O[C@H]2[C@@H](O1)C(C[C@@H]2C2CCN(CC2)C(=O)OCCCC)=O)C